3-(6-chloro-3-((1-(3,8-dimethyl-6-oxo-4,5-dihydro-3H,6H-2,2a,5a-triazaaceanthrylen-10-yl)ethyl)amino)pyridin-2-yl)-1,2,4-oxadiazol-5(4H)-one ClC1=CC=C(C(=N1)C1=NOC(N1)=O)NC(C)C=1C=C(C=C2C(N3CCC(N4N=CC(C12)=C43)C)=O)C